(3S,5R)-N-{6,7-dimethoxy-1H,2H,3H-cyclopenta[b]quinolin-9-yl}-5-methylpiperidin-3-amine COC=1C(=CC=2C(=C3C(=NC2C1)CCC3)N[C@@H]3CNC[C@@H](C3)C)OC